3-ETHYLTHIOPHENYLBORONIC ACID C(C)SC=1C=C(C=CC1)B(O)O